FC1=C(C=CC=C1C=O)C1=CC(=CC=C1)C(F)(F)F fluoro-3'-(trifluoromethyl)-[1,1'-biphenyl]-3-carbaldehyde